ClC1=C(C=CC=C1)CN1N=C(C=C1C1=CC2=C(OCCO2)C=C1)CO [1-[(2-chlorophenyl)methyl]-5-(2,3-dihydro-1,4-benzodioxin-6-yl)-1H-pyrazol-3-yl]methanol